ClC1=CN=CC(=N1)C(C)(C)O 2-(6-Chloropyrazin-2-yl)propan-2-ol